BrC1=C(C(=C(C(=C1Br)O)Br)Br)O 2,3,5,6-tetrabromo-1,4-benzenediol